C(C)(C)(C)OC(N[C@H]1C=C(CCC1)C=1C=2N(C=C(N1)C=1C=NN(C1)C)N=CC2)=O |r| rac-(3-(6-(1-methyl-1H-pyrazol-4-yl)pyrazolo[1,5-a]pyrazin-4-yl)cyclohex-2-en-1-yl)carbamic acid tert-butyl ester